FC([C@](CO)(C)NC(=O)C=1N=C2N(C=CC=C2C2=C(C=CC=C2)OCC(F)(F)F)C1)(F)F |o1:2| (R or S)-N-(1,1,1-trifluoro-3-hydroxy-2-methylpropan-2-yl)-8-(2-(2,2,2-trifluoroethoxy)phenyl)imidazo[1,2-a]pyridine-2-carboxamide